CNCCC[Si](OC)(OC)OC γ-(N-methylamino)propyltrimethoxysilane